NCC1CCC(CC1)C(N[C@H](C(NCCCC[C@H](NC(N[C@@H](CCC(=O)OC(C)(C)C)C(=O)OC(C)(C)C)=O)C(=O)OC(C)(C)C)=O)CC1=CC2=CC=CC=C2C=C1)=O tri-tert-butyl (3S,10S,14S)-1-[(1r,4S)-4-(aminomethyl)cyclohexyl]-3-[(naphthalen-2-yl)methyl]-1,4,12-trioxo-2,5,11,13-tetraazahexadecane-10,14,16-tricarboxylate